N-t-butyl-2-(3-(cycloheptylmethylene)thiophen-2-yl)acetamide C(C)(C)(C)NC(CC1SC=CC1=CC1CCCCCC1)=O